SC1C(=O)OCC(C)OC(C1)=O propylene mercaptosuccinate